The molecule is a glycosylarabinose consisting of aldehydo-D-arabinose having a beta-D-galactopyranosyl residue at the 3-position. It is a tautomer of a beta-D-Gal-(1->3)-D-Ara. C([C@@H]1[C@@H]([C@@H]([C@H]([C@@H](O1)O[C@H]([C@@H](CO)O)[C@@H](C=O)O)O)O)O)O